C(C)(C)(C)OC(=O)N[C@@H](CC=1OC2=C(N1)C(=CC=C2)C=2C=NN(C2)C(=O)OC(C)(C)C)C(=O)OCC tert-butyl (S)-4-(2-(2-((tert-butoxycarbonyl) amino)-3-ethoxy-3-oxopropyl) benzo[d]oxazol-4-yl)-1H-pyrazole-1-carboxylate